N(=[N+]=[N-])C[C@H]1CN(C(O1)=O)C1=CC(=C(C(=C1)F)N1CCN(CC1)C1COC1)F (R)-5-(azidomethyl)-3-(3,5-difluoro-4-(4-(oxetan-3-yl)piperazin-1-yl)phenyl)oxazolidin-2-one